C(CCC)C=1N=C(C2=C(N1)SC=C2C2=CC(=C(C=C2)Cl)Cl)OC2(CCCCC2)C(F)(F)F butyl-5-(3,4-dichlorophenyl)-4-(1-(trifluoromethyl)cyclohexyloxy)thieno[2,3-d]pyrimidine